6-bromo-2-morpholinonicotinic acid BrC1=NC(=C(C(=O)O)C=C1)N1CCOCC1